C(#N)N1C[C@H](CC1)C(=O)NC=1N=CN(C1)CCC1=CC=CC=C1 (S)-1-cyano-N-(1-phenethyl-1H-imidazol-4-yl)pyrrolidine-3-carboxamide